ethyl-L-arginine C(C)N[C@@H](CCCNC(N)=N)C(=O)O